2-benzylidene-2,3-dihydro-1H-indene C(C1=CC=CC=C1)=C1CC2=CC=CC=C2C1